CN(C1=C(CN2C(N(C(C3=CC=C(C=C23)C(=O)NCC2=C(C=C(C=C2F)F)F)C)C)=O)C(=CC=C1)F)C 1-(2-(dimethylamino)-6-fluorobenzyl)-3,4-dimethyl-2-oxo-N-(2,4,6-trifluorobenzyl)-1,2,3,4-tetrahydroquinazoline-7-carboxamide